(3-amino-4-cyclopropoxyphenyl)-1-methylpiperidin-4-ol NC=1C=C(C=CC1OC1CC1)C1N(CCC(C1)O)C